N1N=CC=2C(=CC=CC12)C(=O)N 1H-indazol-4-carboxamide